(6-(4-(2-(5-amino-8-methylbenzo[f][1,7]naphthyridin-2-yl)ethyl)-3-methylphenoxy)-1,1-difluorohexyl)phosphonic acid NC1=NC2=C(C=3C=C(C=NC13)CCC1=C(C=C(OCCCCCC(F)(F)P(O)(O)=O)C=C1)C)C=CC(=C2)C